ClC=1C=C2C(=CN(C2=CC1)CC1=C(C=CC=C1)Cl)C(C1C(C(OC1)=O)=C)O 4-((5-Chloro-1-(2-chlorobenzyl)-1H-indol-3-yl)(hydroxy)methyl)-3-methylenedihydrofuran-2(3H)-one